Pyridine-3-ol trifluoroacetate salt FC(C(=O)O)(F)F.N1=CC(=CC=C1)O